trans-tert-butyl (4-(2-(4-chloro-3-fluorobenzoyl)hydrazine-1-carbonyl)cyclohexyl)carbamate ClC1=C(C=C(C(=O)NNC(=O)[C@@H]2CC[C@H](CC2)NC(OC(C)(C)C)=O)C=C1)F